CC1(CN(C(O1)=O)C1=CC(=C(C=C1)B1OC(C(O1)(C)C)(C)C)C)C 5,5-dimethyl-3-(3-methyl-4-(4,4,5,5-tetramethyl-1,3,2-dioxaborolan-2-yl)phenyl)oxazolidin-2-one